C(C)OC1=NC=CC=C1C1=NC=2C(N(CC3(CCN(CC3)C=3C(=NC(=CC3)N(CCC)C)C(F)(F)F)C2C=C1)C1CNCC1)=O 2-(2-ethoxypyridin-3-yl)-1'-[6-[methyl(propyl)amino]-2-(trifluoromethyl)pyridin-3-yl]-7-pyrrolidin-3-ylspiro[6H-1,7-naphthyridine-5,4'-piperidine]-8-one